((4-(4-((2-(1-hydroxyethyl)-1H-imidazol-1-yl)methyl)phenyl)-2-isobutylthiazol-5-yl)sulfonyl)carbamate OC(C)C=1N(C=CN1)CC1=CC=C(C=C1)C=1N=C(SC1S(=O)(=O)NC([O-])=O)CC(C)C